Tert-butyl (S)-5-amino-4-(4-((4-((R)-1-(4-(6-cyanopyridin-3-yl)piperazin-1-yl)ethyl)benzyl)oxy)-1-oxoisoindolin-2-yl)-5-oxopentanoate NC([C@H](CCC(=O)OC(C)(C)C)N1C(C2=CC=CC(=C2C1)OCC1=CC=C(C=C1)[C@@H](C)N1CCN(CC1)C=1C=NC(=CC1)C#N)=O)=O